N1=CC=C(C=C1)C=1C=CC=C2[C@@H](CCOC12)CNC(OC(C)(C)C)=O (R)-tert-butyl ((8-(pyridin-4-yl)chroman-4-yl)methyl)carbamate